C1(CC1)C1=NC(=NO1)C1=CC=C(C=C1)C#CC1=CC(=CC=C1)F 5-cyclopropyl-3-(4-((3-fluorophenyl)ethynyl)phenyl)-1,2,4-oxadiazole